5'-(1-(4-amino-1,3-dihydrofuro[3,4-c][1,7]naphthyridine-8-carbonyl)piperidin-2-yl)-7'-fluoro-1'-methylspiro[cyclopropane-1,3'-indolin]-2'-one NC1=NC=2C=NC(=CC2C2=C1COC2)C(=O)N2C(CCCC2)C=2C=C1C3(C(N(C1=C(C2)F)C)=O)CC3